FC1(C(CN(CC1)C1=NC2=CC=C(C=C2C=C1C(=O)NC=1OC=C(N1)C(=O)OCC)F)C)F ethyl 2-(2-(4,4-difluoro-3-methylpiperidin-1-yl)-6-fluoroquinoline-3-carboxamido)oxazole-4-carboxylate